FC=1C=C(C=CC1OC)C1=CN=C2N1C=CN=C2NC2=CC(=C(C(=O)N(CCOCCN1CCN(CC1)C1COC1)C)C=C2)C 4-[[3-(3-fluoro-4-methoxyphenyl)imidazo[1,2-a]pyrazin-8-yl]amino]-N,2-dimethyl-N-[2-[2-[4-(oxetan-3-yl)piperazin-1-yl]ethoxy]ethyl]benzamide